2-((3S,4S)-3-aminotetrahydro-2H-pyran-4-yl)-3-bromo-5-chloro-N-(thiophen-2-ylmethyl)thieno[3,2-b]pyridin-7-amine formate C(=O)O.N[C@@H]1COCC[C@@H]1C1=C(C2=NC(=CC(=C2S1)NCC=1SC=CC1)Cl)Br